2-(2-ethoxy-3-pyridinyl)-1'-[5-fluoro-3-(trifluoromethyl)-2-pyridinyl]-7-[[(2R)-pyrrolidin-2-yl]methyl]spiro[6,8-dihydro-1,7-naphthyridine-5,4'-piperidine] formate salt C(=O)O.C(C)OC1=NC=CC=C1C1=NC=2CN(CC3(CCN(CC3)C3=NC=C(C=C3C(F)(F)F)F)C2C=C1)C[C@@H]1NCCC1